C(CCC)N(C(=NC1CCCCC1)NC1CCCCC1)C 1-butyl-2,3-dicyclohexyl-1-methylguanidine